3-amino-8-[5-(1-ethyl-5,5-difluoro-3-piperidyl)-1,3,4-oxadiazol-2-yl]-5,5,7-trifluoro-1-[[4-(trifluoromethoxy)phenyl]methyl]-3,4-dihydro-1-benzazepin-2-one NC1C(N(C2=C(C(C1)(F)F)C=C(C(=C2)C=2OC(=NN2)C2CN(CC(C2)(F)F)CC)F)CC2=CC=C(C=C2)OC(F)(F)F)=O